Cl.N1C(=NC=C1)C(=O)O 1H-IMIDAZOLE-2-CARBOXYLIC ACID HYDROCHLORIDE